C(C)(C)C1=C(C(=CC=C1)C(C)C)NC(=O)NS(=O)(=O)N1CC(C(C(C1)C)C)C N-((2,6-Diisopropylphenyl)carbamoyl)-3,4,5-trimethylpiperidin-1-sulfonamid